[Na].C1CCC2=C(C=3CCCC3C=C12)NC(=O)NS(N(C=1C=NN(C1)C)CCC(C)(C)O)(=O)=O 1-(1,2,3,5,6,7-Hexahydro-s-indacen-4-yl)-3-[(3-hydroxy-3-methylbutyl)(1-methyl-1H-pyrazol-4-yl)sulfamoyl]urea sodium salt